zinc sulfide lead zinc [Zn+2].[Pb+2].[S-2].[Zn+2].[S-2].[S-2]